ClC=1C=C(C=NC1N1N=CC=N1)NC(=O)C=1C=NN(C1C(F)F)C1=CC=NC=C1 N-(5-chloro-6-(2H-1,2,3-triazol-2-yl)pyridin-3-yl)-5-(difluoromethyl)-1-(pyridin-4-yl)-1H-pyrazole-4-carboxamide